NC1=NC=CC=2N1C(=NC2C2CN(CC2)CC#CC)C2=C(C=C(C(=O)NC1=NC=CC(=C1)C#N)C=C2)F 4-(5-amino-1-(1-(but-2-ynyl)pyrrolidin-3-yl)imidazo[1,5-c]pyrimidin-3-yl)-N-(4-cyanopyridin-2-yl)-3-fluorobenzamide